N-(5-(3,5-difluorobenzyl)-1H-indazol-3-yl)-4-(4-(2-((1-(2,6-dioxopiperidin-3-yl)-1H-benzo[d]imidazol-4-yl)oxy)ethyl)piperazin-1-yl)-2-((tetrahydro-2H-pyran-4-yl)amino)benzamide FC=1C=C(CC=2C=C3C(=NNC3=CC2)NC(C2=C(C=C(C=C2)N2CCN(CC2)CCOC2=CC=CC=3N(C=NC32)C3C(NC(CC3)=O)=O)NC3CCOCC3)=O)C=C(C1)F